2-ethoxy-4-(4-ethynylphenyl)-6-(1-methyl-6-oxo-1,6-dihydropyridin-3-yl)thiazolo[4,5-b]pyridin-5(4H)-one C(C)OC=1SC2=C(N(C(C(=C2)C2=CN(C(C=C2)=O)C)=O)C2=CC=C(C=C2)C#C)N1